2-bromo-5-(2-methyl-4-nitrophenoxy)thiazole BrC=1SC(=CN1)OC1=C(C=C(C=C1)[N+](=O)[O-])C